1-allyloxy-2,3-di((3-ethyloxetan-3-yl)methoxy)-propane C(C=C)OCC(COCC1(COC1)CC)OCC1(COC1)CC